ClC1=C(C=CC=C1F)C=1C(N(C(N(C1)CC(=O)N1CCC(CC1)N1C(NC2=C(CC1)C=C(C=C2)F)=O)=O)[C@@H](CS(=O)(=O)C)C)=O 5-(2-chloro-3-fluoro-phenyl)-1-[2-[4-(7-fluoro-2-oxo-4,5-dihydro-1H-1,3-benzodiazepin-3-yl)-1-piperidyl]-2-oxo-ethyl]-3-[(1R)-1-methyl-2-methylsulfonyl-ethyl]pyrimidin-2,4-dion